deoxy-cytidine-triphosphate P(O)(=O)(OP(=O)(O)OP(=O)(O)O)OC[C@@H]1[C@H](C[C@@H](O1)N1C(=O)N=C(N)C=C1)O